BrC1=CC=C(C=C1)C(C(=O)NCCN1CCOCC1)N(C(CCCN1CC=CC=C1)=O)CCCC N-(1-(4-bromophenyl)-2-((2-morpholinoethyl)amino)-2-oxoethyl)-N-butyl-4-(pyridin-1-yl)butanamide